C(C)(C)C=1C(=NNC1C=1C=C(C=2N(C1)N=CN2)C)C2=CC=C(N)C=C2 4-(4-isopropyl-5-(8-methyl-[1,2,4]triazolo[1,5-a]pyridin-6-yl)-1H-pyrazol-3-yl)aniline